N[C@@H](CCCCN)C(=O)O.N[C@@H](CCCCN)C(=O)O.[Zn] zinc bislysine